ClC1=CC=C(C=N1)CNCC1=CC(=C(C=C1)Cl)Cl 1-(6-chloropyridin-3-yl)-N-(3,4-dichlorobenzyl)methylamine